S1C=NC=C1NC(=O)C1CC12CCN(CC2)C(=O)OC(C(F)(F)F)C(F)(F)F 1,1,1,3,3,3-hexafluoropropan-2-yl (+)-1-(thiazol-5-ylcarbamoyl)-6-azaspiro[2.5]octane-6-carboxylate